N-[1-(β-phenylethyl)-4-piperidyl]butyranilide C1(=CC=CC=C1)CCN1CCC(CC1)N(C1=CC=CC=C1)C(CCC)=O